4-((4-chloro-1H-pyrrolo[2,3-b]pyridin-5-yl)ethynyl)aniline ClC1=C2C(=NC=C1C#CC1=CC=C(N)C=C1)NC=C2